(9-fluorenylmethoxycarbonyl)-L-glutamic acid C1=CC=CC=2C3=CC=CC=C3C(C12)COC(=O)N[C@@H](CCC(=O)O)C(=O)O